C(CCC\C=C/CC)OC(CCCCCCCN(CCCCCCC(=O)OCCCCCCCCCC)CCO)OCCCC\C=C/CC decyl 7-((8,8-bis(((Z)-oct-5-en-1-yl)oxy)octyl)(2-hydroxyethyl)amino)heptanoate